3-(4-bromophenyl)oxane-2,6-dione BrC1=CC=C(C=C1)C1C(OC(CC1)=O)=O